2-(3-bromophenyl)-6-fluoro-1H-benzo[d]imidazole BrC=1C=C(C=CC1)C1=NC2=C(N1)C=C(C=C2)F